ClC=1C=C(C=C(C1OC=1C(=C2C3(C(NC2=CC1)=O)CCC3)F)Cl)N3N=C(C(NC3=O)=O)C#N 2-(3,5-dichloro-4-((4'-fluoro-2'-oxospiro[cyclobutane-1,3'-indoline]-5'-yl)oxy)phenyl)-3,5-dioxo-2,3,4,5-tetrahydro-1,2,4-triazine-6-carbonitrile